4-(4-benzoyl-3-hydroxyphenoxy)hexyl-(5-isocyano-2-methylphenyl)glycine C(C1=CC=CC=C1)(=O)C1=C(C=C(OC(CCCN(CC(=O)O)C2=C(C=CC(=C2)[N+]#[C-])C)CC)C=C1)O